C(CCC)N1C(N(C(C(=C1C)C#N)=O)C1CCC(CC1)CN1C(N(C(C1(C)C)=O)COCC[Si](C)(C)C)=O)=O 1-Butyl-3-((1s,4s)-4-((5,5-dimethyl-2,4-dioxo-3-((2-(trimethylsilyl)ethoxy)methyl)imidazolidin-1-yl)methyl)cyclohexyl)-6-methyl-2,4-dioxo-1,2,3,4-tetrahydropyrimidine-5-carbonitrile